lithium 2-(benzoxazol-2-yl)-4-(3-(4,6-diphenylpyrimidin-2-yl)phenyl)phenol O1C(=NC2=C1C=CC=C2)C2=C(C=CC(=C2)C2=CC(=CC=C2)C2=NC(=CC(=N2)C2=CC=CC=C2)C2=CC=CC=C2)O.[Li]